1-methyl-4-[(1-methylcyclopropyl)amino]-6-nitroquinolin-2-one CN1C(C=C(C2=CC(=CC=C12)[N+](=O)[O-])NC1(CC1)C)=O